COC=1C=C(CN(C=2SC3=C(N2)OC(C(=C3)C(=O)O)=O)C)C=CC1 2-((3-methoxybenzyl)(methyl)amino)-5-oxo-5H-pyrano[2,3-d]thiazole-6-carboxylic acid